5-tert-butyl-2-phenyloxazole-4-carbaldehyde C(C)(C)(C)C1=C(N=C(O1)C1=CC=CC=C1)C=O